C(CCCCCCC)(=O)OC[C@H]1O[C@@]([C@@H]([C@@H]1O)O)(C#N)C1=CC=C2C(=NC=NN21)N ((2R,3S,4R,5R)-5-(4-aminopyrrolo[2,1-f][1,2,4]triazin-7-yl)-5-cyano-3,4-dihydroxytetrahydrofuran-2-yl)methyl Octanoate